BrC1=C(C(=CC(=C1)C1=C(C=C(C=C1)C=1C=C2CC(CC2=CC1)CCCCC)F)OC)O 2-bromo-4-[2-fluoro-4-(2-pentyl-2,3-dihydro-1H-inden-5-yl)phenyl]-6-methoxyphenol